C(C)(C)(C)OC(=O)N1CC=2C(CC1)=NN(C2)C2=CC=NC1=CC(=CC=C21)OC.C(C)(C)(C)C=2C=CC1=C(N=C(O1)C=1SC(=CC1)C=1OC3=C(N1)C=C(C=C3)C(C)(C)C)C2 2,5-di(5-tertiary-butyl-2-benzoxazolyl)thiophene tert-butyl-2-(7-methoxy-4-quinolyl)-6,7-dihydro-4H-pyrazolo[4,3-c]pyridine-5-carboxylate